FC(C=1C(=NC=CC1)CNC(=O)C1=CC=CC=2NC=NC21)(F)F N-{[3-(trifluoromethyl)pyridin-2-yl]methyl}-1H-benzimidazole-4-carboxamide